octaethylene glycol monotosylate S(=O)(=O)(C1=CC=C(C)C=C1)OCCOCCOCCOCCOCCOCCOCCOCCO